C1(=CC=CC=C1)COC(\C=C\C(C)C)=O (E)-4-methylpent-2-enoic acid phenylmethyl ester